4-(2-cyclopentyl-1-(4-methoxyphenyl)ethyl)pyridine C1(CCCC1)CC(C1=CC=C(C=C1)OC)C1=CC=NC=C1